5,13,19-trimethylheptatriacontane CC(CCCC)CCCCCCCC(CCCCCC(CCCCCCCCCCCCCCCCCC)C)C